(2-Ethoxyphenyl)methanol ETHYL-PROPIONATE (ethyl-propionate) C(C)C(C(=O)O)C.C(C)C(C(=O)O)C.C(C)OC1=C(C=CC=C1)CO